ClC1=CNC=2N=C(N=C(C21)N2OCC[C@H]2C2=CC=CC=C2)NC2=CC=C(C=C2)N2CCN(CC2)C (S)-5-chloro-N-(4-(4-methylpiperazin-1-yl)phenyl)-4-(3-phenylisoxazolidin-2-yl)-7H-pyrrolo[2,3-d]pyrimidin-2-amine